C(CCCCCCCCCCCCCCCCCCCCCCC)C(=O)CCCCCCCCCCCCCCCCCCCCCC n-docosyl tetracosyl ketone